Cl.Cl.N(=NC(C)(C)C=1NCCN1)C(C)(C)C=1NCCN1 2,2'-azobis(2-(2-imidazoline-2-yl)propane) dihydrochloride